N-((1R,5S,6R)-2-oxabicyclo[3.2.0]heptan-6-yl)-6-(4H-1,2,4-triazol-4-yl)picolinamide [C@@H]12OCC[C@H]2[C@@H](C1)NC(C1=NC(=CC=C1)N1C=NN=C1)=O